C(C=CC=CCCCCCCCCC)=O tetradecadien-al